C(#N)C1=CC(=C(CSC2=C(C=CC(=N2)C=2CCN(CC2)CC2=NC3=C(N2C[C@H]2OCC2)C=C(C=C3)C(=O)O)F)C=C1)F (S)-2-((6-(4-cyano-2-fluorobenzyl)thio-5-fluoro-3',6'-dihydro-[2,4'-bipyridine]-1'(2'H)-yl)methyl)-1-(oxetan-2-ylmethyl)-1H-benzo[d]imidazole-6-carboxylic acid